4-{[6,7-bis(methyloxy)quinolin-4-yl]oxy}phenyl-1-(phenylmethyl)prolinamide COC=1C=C2C(=CC=NC2=CC1OC)OC1=CC=C(C=C1)[C@@]1(N(CCC1)CC1=CC=CC=C1)C(=O)N